4-({1,2-dihydrospiro[indole-3,3'-oxolan]-1-yl}sulfonyl)-N,N-dimethylbenzene-1-sulfonamide O1CC2(CC1)CN(C1=CC=CC=C12)S(=O)(=O)C1=CC=C(C=C1)S(=O)(=O)N(C)C